((1R,4R,7R)-7-amino-2-azabicyclo[2.2.1]heptan-2-yl)(2-(3-ethyl-2,3-dihydro-1H-pyrrolo[1,2,3-de]quinoxalin-5-yl)-7-fluoro-1-methyl-1H-benzo[d]imidazol-5-yl)methanone N[C@H]1[C@@H]2N(C[C@H]1CC2)C(=O)C2=CC1=C(N(C(=N1)C1=CC=3C=4N1C(CNC4C=CC3)CC)C)C(=C2)F